C1(CC(CCCC1)O)O cycloheptane-1,3-diol